ClC1=C(C=C(C(=C1)S(N(C1=NC=NC=C1)CC1=C(C=C(C=C1)OC)OC)(=O)=O)F)N[C@@H]1[C@H](C[C@H](CC1)C1=CC(=CC=C1)C(F)(F)F)N(C(OCC1=CC=CC=C1)=O)C benzyl ((1S,2S,5S)-2-((2-chloro-4-(N-(2,4-dimethoxybenzyl)-N-(pyrimidin-4-yl)sulfamoyl)-5-fluorophenyl)amino)-5-(3-(trifluoromethyl)phenyl)cyclohexyl)(methyl)carbamate